C(C)/C(/C=O)=C/C(C\C=C\C)CC (2Z,6E)-2,4-diethylocta-2,6-dienal